N-[(2,4-difluorophenyl)methyl]azetidine-3-carboxamide FC1=C(C=CC(=C1)F)CNC(=O)C1CNC1